C1=C(C=CC2=CC=CC=C12)C=1C(N(C(C1)=O)CC1CCOCC1)=O 3-(naphthalen-2-yl)-1-((tetrahydro-2H-pyran-4-yl)methyl)-1H-pyrrole-2,5-dione